N1=C(C(=CC=C1)C(=O)N1[C@@H]2[C@@H](C[C@H](C1)C2)OC2=NC=C(C=C2)C(F)(F)F)C2=NC=CC=C2 [2,2'-bipyridin]-3-yl-((1S,4R,6R)-6-((5-(trifluoromethyl)pyridin-2-yl)oxy)-2-azabicyclo[2.2.1]hept-2-yl)methanone